C1(=NC=CC=2CCCCC12)N 5,6,7,8-tetrahydro-isoquinolin-1-ylamine